C(C1=CC=CC=C1)OC(=O)N[C@@H](CCN(CCCCC1=CC=C2CCCN(C2=N1)C(=O)OC(C)(C)C)C[C@@H](COC)F)C(=O)OC tert-butyl 7-(4-(((S)-3-(((benzyloxy)carbonyl)amino)-4-methoxy-4-oxobutyl) ((S)-2-fluoro-3-methoxypropyl)amino)butyl)-3,4-dihydro-1,8-naphthyridine-1(2H)-carboxylate